N-[4-[4-[[2-(4-chlorophenyl)-4,4-dimethylcyclohexen-1-yl]methyl]piperazin-1-yl]-2-(1H-pyrrolo[2,3-b]pyridin-5-yloxy)phenyl]sulfonyl-3-nitro-4-[(oxan-4-ylamino)methyl]benzamide ClC1=CC=C(C=C1)C1=C(CCC(C1)(C)C)CN1CCN(CC1)C1=CC(=C(C=C1)S(=O)(=O)NC(C1=CC(=C(C=C1)CNC1CCOCC1)[N+](=O)[O-])=O)OC=1C=C2C(=NC1)NC=C2